C(#N)C1=CC(=C(COC=2SC=C(N2)C2=CCN(CC2)C(=O)OC(C)(C)C)C=C1)F tert-butyl 4-(2-(4-cyano-2-fluorobenzyloxy)thiazol-4-yl)-5,6-dihydropyridine-1(2H)-carboxylate